2-Methyl-3-phenyl-6,7-dihydro-5H-cyclopenta[b]pyridin-4-amine CC1=C(C(=C2C(=N1)CCC2)N)C2=CC=CC=C2